FC1=C(CN2C=NC(=C2)NC([C@@H](C)N2C[C@H](C(CC2)(F)F)C2=CC=[N+](C=C2)[O-])=O)C=CC(=C1)F 4-((R)-1-((R)-1-((1-(2,4-difluorobenzyl)-1H-imidazol-4-yl)amino)-1-oxopropan-2-yl)-4,4-difluoropiperidin-3-yl)pyridine 1-oxide